ClC1=CC=C(C=C1)C=1N=C(NC1C)CC1=CC(=C(C=C1)Cl)Cl 4-(4-Chlorophenyl)-2-(3,4-dichlorobenzyl)-5-methylimidazole